N1=CSC2=C1C=CN2 4H-pyrrolo[3,2-d]Thiazole